N[C@H](C)C1=CC=C2C(=N1)N(C(=C2)C=2N=C1N(C(=CC(=C1)C(=O)OCC)OC)C2C)CC2CC2 ethyl 2-[6-[(1R)-1-aminoethyl]-1-(cyclopropylmethyl)pyrrolo[2,3-b]pyridin-2-yl]-5-methoxy-3-methyl-imidazo[1,2-a]pyridine-7-carboxylate